ClC1=CC=C(CN2CC3(CC2(C)C)CCN(CC3)CC3=CC=C(C=C3)OC)C=C1 2-(4-chlorobenzyl)-8-(4-methoxybenzyl)-3,3-dimethyl-2,8-diazaspiro[4.5]decane